N1=CC(=CC=C1)CC1N2CCC(C1OC1=NC3=CC=CC=C3C=C1)CC2 2-[2-(3-pyridylmethyl)quinuclidin-3-yl]oxyquinoline